ClC1=NC=NC2=CC(=C3C(=C12)OCCO3)OCCCN(C)C 3-((10-chloro-2,3-dihydro-[1,4]dioxino[2,3-f]quinazoline-5-yl)oxy)-N,N-dimethylpropane-1-amine